CC=1C=C(C2=C(C=C(O2)CN2C=NC3=C(C2=O)C=NC=C3)C1)C(=O)OCC(F)(F)F 2,2,2-Trifluoroethyl 5-methyl-2-((4-oxopyrido[4,3-d]pyrimidin-3(4H)-yl)methyl)benzofuran-7-carboxylate